FC=1C=C(C=CC1OC)C1=C(C=CC(=N1)C1=NC2=CC=CC=C2C=N1)C 2-[6-(3-Fluoro-4-methoxyphenyl)-5-methylpyridin-2-yl]quinazoline